CCC(=O)OCC=C.CCC(=O)OC1=CC=CC=C1 allyl phenyl di(methyl acetate)